4,4'-bis(diethoxyphosphoryl-methyl)biphenyl C(C)OP(=O)(OCC)CC1=CC=C(C=C1)C1=CC=C(C=C1)CP(=O)(OCC)OCC